N-[(3-Fluoropyridin-4-yl)methyl]-2-[(3R)-3-methyl[1,4'-bipiperidin]-1'-yl]-1,3-thiazole-5-carboxamide FC=1C=NC=CC1CNC(=O)C1=CN=C(S1)N1CCC(CC1)N1C[C@@H](CCC1)C